(Z)-2,7-dimethylocta-2,6-dienal C/C(/C=O)=C/CCC=C(C)C